FC=1C=CC=C2C(N(C=3N(C12)C(=NN3)SC([2H])([2H])[2H])C(C(C([2H])([2H])[2H])([2H])[2H])([2H])[2H])=O 9-Fluoro-1-((methyl-d3)thio)-4-(propyl-d7)-[1,2,4]triazolo[4,3-a]quinazolin-5(4H)-one